1,3-dicyanotetrafluorobenzene C(#N)C1=C(C(=C(C(=C1F)F)F)C#N)F